C[Si](N(C)C)(N(C)C)CCCCCCCCCCCCCCCCCC methyl-octadecyl-bis(dimethylamino)silane